ClC=1C(=CC=2C(N1)=NN(C2)C)C 6-chloro-2,5-dimethyl-2H-pyrazolo[3,4-b]pyridine